C1(=CC=CC=C1)C1(CCOCC1)O 4-phenyltetrahydro-2H-pyran-4-ol